FC(C1=NN=C(O1)C1=CC=C2CN(C(C2=C1)=O)N(C)CC1=CC=C(C=C1)N(C)C)F 6-[5-(difluoromethyl)-1,3,4-oxadiazol-2-yl]-2-[{[4-(dimethylamino)phenyl]methyl}(methyl)amino]-2,3-dihydro-1H-isoindol-1-one